(S)-N-((2R,3R,4R,5S,6S)-6-((7H-purin-6-yl)amino)-4,5-dihydroxy-2-(hydroxymethyl)tetrahydro-2H-pyran-3-yl)-2-amino-3-(1H-imidazol-5-yl)propanamide N1=CN=C2N=CNC2=C1N[C@@H]1[C@H]([C@@H]([C@H]([C@@H](O1)CO)NC([C@H](CC1=CN=CN1)N)=O)O)O